2-naphthyl glycidyl ether C(C1CO1)OC1=CC2=CC=CC=C2C=C1